COC(=O)C1=C(C=CC=C1)B(O)O 2-(methoxycarbonyl)benzeneboronic acid